CNC=1C(C=CC(C1NC)=O)=O 2,3-dimethylamino-4-benzoquinone